1-(5-bromo-2-hydroxyphenyl)propan-1-one BrC=1C=CC(=C(C1)C(CC)=O)O